P(=O)(O)(O)O.CN1CCOCC1 N-methyl-morpholine hydrogen phosphate